NC=1C2=C(N=CN1)N(C=C2C(=O)NC2=CC(=C(C=C2)COC)Cl)C(C)(C)C 4-amino-7-(tert-butyl)-N-(3-chloro-4-(methoxymethyl)phenyl)-7H-pyrrolo[2,3-d]pyrimidine-5-carboxamide